CS(=O)(=O)C1CNCCCC1 3-methylsulfonyl-azepane